CC=1C2=C(SC1B(O)O)C=CC=C2 3-METHYLBENZO[B]THIOPHENE-2-BORONIC ACID